acrylate (2-dodecyl hexadecyl acrylate) C(CCCCCCCCCCC)C(CC(C(=O)O)=C)CCCCCCCCCCCCCC.C(C=C)(=O)O